C(C)(C)(C)OC(=O)N(CCCCC1CCCC2=C(O1)C(=CC=C2C)S(=O)(=O)N2[C@@H](CCC2)C(=O)OCCCC)C2CCC(CC2)(F)F Butyl ((2-(4-((tert-butoxycarbonyl)(4,4-difluorocyclohexyl)amino)butyl)-6-methyl-2,3,4,5-tetrahydrobenzo[b]oxepin-9-yl)sulfonyl)-L-prolinate